FC=1C(=C(NC2=CC=C(C=C2)CN(CCNC(OC(C)(C)C)=O)C)C=CC1C1=CC(=CC=C1)OC)OC tert-butyl N-[2-[[4-[3-fluoro-2-methoxy-4-(3-methoxyphenyl)anilino]phenyl]methyl-methyl-amino]ethyl]carbamate